(4-((5-chloro-4-(1-methyl-1H-pyrazol-4-yl)pyrimidin-2-yl)amino)-2-fluoro-5-methoxyphenyl)(morpholino)methanone ClC=1C(=NC(=NC1)NC1=CC(=C(C=C1OC)C(=O)N1CCOCC1)F)C=1C=NN(C1)C